3-(4-((10-(2-(5-((4-([1,1'-biphenyl]-3-yl)-5-chloropyrimidin-2-yl)amino)pyridin-3-yl)-1-oxo-2,8-diazaspiro[4.5]decan-8-yl)-10-oxodecyl)oxy)-1-oxoisoindolin-2-yl)piperidine-2,6-dione C1(=CC(=CC=C1)C1=NC(=NC=C1Cl)NC=1C=C(C=NC1)N1C(C2(CC1)CCN(CC2)C(CCCCCCCCCOC2=C1CN(C(C1=CC=C2)=O)C2C(NC(CC2)=O)=O)=O)=O)C2=CC=CC=C2